COCC(OCC(OCC(C)OCCC)C)C Tripropylene glycol n-propyl methyl ether